C(C1=CC=CC=C1)OCC[C@H]1[C@H](O[C@@H]2OC(OC21)(C)C)COC(C2=CC=CC=C2)(C2=CC=CC=C2)C2=CC=CC=C2 (3aR,5S,6S)-6-(2-benzyloxyethyl)-2,2-dimethyl-5-(trityloxymethyl)-3a,5,6,6a-tetrahydrofuro[2,3-d][1,3]dioxole